tert-butyl-N6-(tert-butoxycarbonyl)-L-lysinate hydrochloride Cl.C(C)(C)(C)OC([C@@H](N)CCCCNC(=O)OC(C)(C)C)=O